BrC=1C=NC(=NC1)N1CCN(CC1)C(=O)C1CN(C1)C[C@H](C)NC1=C(C(NN=C1)=O)C(F)(F)F (S)-5-((1-(3-(4-(5-bromopyrimidin-2-yl)piperazine-1-carbonyl)azetidin-1-yl)propan-2-yl)amino)-4-(trifluoromethyl)pyridazin-3(2H)-one